(R)-(+)-2,2'-diiodo-1,1'-binaphthyl IC1=C(C2=CC=CC=C2C=C1)C1=C(C=CC2=CC=CC=C12)I